FC1=C2CN(C(C2=CC(=C1C)CC1=CC=C(C=C1)N1N=CC=C1)=O)[C@H]1COCC[C@@H]1O 4-fluoro-2-[(3S,4S)-4-hydroxytetrahydro-2H-pyran-3-yl]-5-methyl-6-[4-(1H-pyrazol-1-yl)benzyl]-2,3-dihydro-1H-isoindol-1-one